BrC1=CC=C2C(=C(N=CC2=C1)C(=O)OC)O methyl 7-bromo-4-hydroxy-isoquinoline-3-carboxylate